OC=1C(=NC=CC1OC)C(=O)N[C@H](C(=O)O[C@H]([C@@H](C)C1=C(C=C(C=C1)F)C(F)(F)F)C)C [(1S,2S)-2-[4-fluoro-2-(trifluoro-methyl)phenyl]-1-methyl-propyl] (2S)-2-[(3-hydroxy-4-methoxy-pyridine-2-carbonyl)-amino]propanoate